9,9-bis(hydroxyisopropylphenyl)fluorene OC=1C(=C(C=CC1)C1(C2=CC=CC=C2C=2C=CC=CC12)C1=C(C(=CC=C1)O)C(C)C)C(C)C